2-benzyl-7-(((tert-butyloxycarbonyl)amino)methyl)-2,6-naphthyridine C(C1=CC=CC=C1)N1CC2=CC(=NC=C2C=C1)CNC(=O)OC(C)(C)C